CC1N(C2=CC=C3C(=C2CC1)N=CN3)C(=O)[O-] 7-methyl-3H,6H,7H,8H,9H-imidazo[4,5-f]quinoline-6-carboxylate